(1S,2r)-2-((S)-1-((1,3-dioxoisoindolin-2-yl)methyl)-8-hydroxy-1,2,3,4-tetrahydroisoquinoline-2-carbonyl)-N-methylcyclohexane-1-carboxamide O=C1N(C(C2=CC=CC=C12)=O)C[C@H]1N(CCC2=CC=CC(=C12)O)C(=O)[C@H]1[C@H](CCCC1)C(=O)NC